OC1CC(N(C1)C(C(CC)C1=CC(=NO1)C)=O)C(=O)N 4-hydroxy-1-[2-(3-methyl-1,2-oxazol-5-yl)butanoyl]pyrrolidine-2-carboxamide